N[C@@H]1CN(CC1)C1=C(C=NC=C1C1=NC2=C(N1C)C=CC=C2C)C=2C=C(C#N)C=C(C2)F 3-{4-[(3S)-3-Aminopyrrolidin-1-yl]-5-(1,4-dimethyl-1H-1,3-benzodiazol-2-yl)pyridin-3-yl}-5-fluorobenzonitril